C(#N)C1=C(C=CC2=CC=CC=C12)N(C(C)=O)CC1=CC=CC=2N(C(=NC21)N2C(=CC=C2C)C)C N-(1-cyano-2-naphthyl)-N-[[2-(2,5-dimethylpyrrol-1-yl)-1-methyl-benzimidazol-4-yl]methyl]acetamide